COC(=O)C(C)C(CCC)C(=O)OC(C)(C)C Hexane-2,3-dicarboxylic acid 3-tert-butyl 2-methyl ester